(R)-N-Benzylazepan-4-amine C(C1=CC=CC=C1)N[C@H]1CCNCCC1